(R)-1-(2-((1-(2,2-difluoroethyl)-1H-pyrazol-4-yl)sulfonyl)-2,6-dihydropyrrolo[3,4-c]pyrazol-5(4H)-yl)-2-(2-ethylphenyl)-3-hydroxypropan-1-one FC(CN1N=CC(=C1)S(=O)(=O)N1N=C2C(=C1)CN(C2)C([C@@H](CO)C2=C(C=CC=C2)CC)=O)F